N-(4-(bicyclo[3.1.1]heptan-3-yloxy)-3,5-difluorophenyl)-2-(pyrrolidin-1-yl)-5-(2,2,2-trifluoroethyl)oxazole-4-carboxamide C12CC(CC(C1)C2)OC2=C(C=C(C=C2F)NC(=O)C=2N=C(OC2CC(F)(F)F)N2CCCC2)F